6-(tert-butyl)-11-methylene-2-oxo-6,7,11,12-tetrahydro-2H,10H-[1,4]dioxepino[2,3-g]pyrido[2,1-a]isoquinoline-3-carboxylic acid C(C)(C)(C)C1N2C(C3=CC4=C(C=C3C1)OCC(CO4)=C)=CC(C(=C2)C(=O)O)=O